FC1=C(C(=CC(=C1)F)C)NC1=C(C(=O)NC=2C(=NC(=CC2)OC)C)C=C(C=C1)C(F)(F)F 2-((2,4-difluoro-6-methylphenyl)-amino)-N-(6-methoxy-2-methylpyridin-3-yl)-5-(trifluoromethyl)-benzamide